N-[3-(benzyloxycarbonyl)-4-chlorophenyl]-1-methyl-3-(pentafluoroethyl)-4-(trifluoromethyl)-1H-pyrazole-5-carboxamide C(C1=CC=CC=C1)OC(=O)C=1C=C(C=CC1Cl)NC(=O)C1=C(C(=NN1C)C(C(F)(F)F)(F)F)C(F)(F)F